F[P-](F)(F)(F)(F)F.IC1N(C=CN1C)C 2-iodo-1,3-dimethylimidazole hexafluorophosphate